NC=1C(=NC(=CC1C1=CC=C(C=C1)Br)C1=CC=C(C=C1)Br)C#N amino-4-(4-bromophenyl)-6-(4-bromophenyl)cyanopyridine